NCC(=O)N1CCC(CC1)C#CC1=CC=C(C=C1)C(CC1=C(C(NC=N1)=O)O)CO 6-(2-(4-((1-glycylpiperidin-4-yl)ethynyl)phenyl)-3-hydroxypropyl)-5-hydroxypyrimidin-4(3H)-one